(E)-2,2'-dimethoxychalcone COC1=C(C=CC=C1)\C=C\C(=O)C1=C(C=CC=C1)OC